CC1=C(SC=C1)C(=O)NC1=CC=C(C=C1)N1C2=C(NC(CC1=O)=O)C1=CC=CC=C1C=C2 5-[4-[(3-methylthiophen-2-yl)carbonylamino]phenyl]-1H-naphtho[1,2-b][1,4]diazepine-2,4(3H,5H)-dione